O=C1NN=C(O1)C1=CC=C(C#N)C=C1 4-(5-oxo-4,5-dihydro-1,3,4-oxadiazol-2-yl)benzonitrile